(S)-4-(3-((azepan-4-ylmethyl)amino)-1-(4-methoxyphenyl)-1H-pyrazol-5-yl)-2-fluorobenzonitrile N1CC[C@H](CCC1)CNC1=NN(C(=C1)C1=CC(=C(C#N)C=C1)F)C1=CC=C(C=C1)OC